CC1(C=[N+](C2=CC=C(C=C12)S(=O)(=O)O)CCCS(=O)(=O)O)C 3,3-dimethyl-5-sulfo-1-(3-sulfopropyl)indol-1-ium